(1-(4-(4-hydroxybutyl)-2,5-dimethoxyphenyl)propan-2-yl)carbamic acid OCCCCC1=CC(=C(C=C1OC)CC(C)NC(O)=O)OC